C(C1=CC=CC=C1)(=O)ON=C(C(C)=O)C 3-(benzoyloxy(imino))butane-2-one